1-(3-((3-(1H-pyrazol-1-yl)benzyl)(3-methoxybenzyl)amino)benzyl)piperazine-2,5-dione N1(N=CC=C1)C=1C=C(CN(C=2C=C(CN3C(CNC(C3)=O)=O)C=CC2)CC2=CC(=CC=C2)OC)C=CC1